5-(3-chloro-4-fluorophenyl)-5-(trifluoromethyl)-4,5-dihydroisoxazol-3-amine ClC=1C=C(C=CC1F)C1(CC(=NO1)N)C(F)(F)F